ClC1=CC(=C2C(=CNC2=C1Cl)I)OCCO 2-((6,7-dichloro-3-iodo-1H-indol-4-yl)oxy)ethanol